CC=1C=CC(=C(C1)C(=O)N1N(CCC1)CC1=CC2=C(N=C(S2)C(F)(F)F)C=C1)N1N=CC=N1 (5-methyl-2-(2H-1,2,3-triazol-2-yl)phenyl)(2-((2-(trifluoromethyl)benzo[d]thiazol-6-yl)methyl)pyrazolidin-1-yl)methanone